NC=1C=2N(C=C(N1)C=1C(=C(C#N)C=CC1)F)N=C(N2)CC2=C(C=CC=C2C=2C=NN(C2)CCS(=O)(=O)C)F 3-(8-amino-2-(2-fluoro-6-(1-(2-(methylsulfonyl)ethyl)-1H-pyrazol-4-yl)benzyl)-[1,2,4]triazolo[1,5-a]pyrazin-6-yl)-2-fluorobenzonitrile